[2-allyl-4-[1-[3-allyl-4-[dimethyl(vinyl)silyl]oxy-phenyl]-1-methyl-ethyl]phenoxy]-dimethyl-vinyl-silane C(C=C)C1=C(O[Si](C=C)(C)C)C=CC(=C1)C(C)(C)C1=CC(=C(C=C1)O[Si](C=C)(C)C)CC=C